Cl.BrC1=CC=C(C(=C1CN)OC)OC (6-bromo-2,3-dimethoxyphenyl)methanamine hydrochloride